ClC1=CC(=C(COC2=CC=CC(=N2)C2CCN(CC2)CC=2N(C(=NN2)/C=C/C(=O)O)C)C=C1)F (E)-3-(5-((4-(6-((4-chloro-2-fluorobenzyl)oxy)pyridin-2-yl)piperidin-1-yl)methyl)-4-methyl-4H-1,2,4-triazol-3-yl)acrylic acid